bis(naphtho[2,3-b]benzofuran-3-yl)amine C1=CC(=CC2=C1C1=C(O2)C=C2C=CC=CC2=C1)NC1=CC2=C(C3=C(O2)C=C2C=CC=CC2=C3)C=C1